tert-butyl (R)-2-(3-(3-fluoro-4-methoxyphenyl)-6-nitro-4-oxo-3,4-dihydroquinazolin-2-yl)pyrrolidine-1-carboxylate FC=1C=C(C=CC1OC)N1C(=NC2=CC=C(C=C2C1=O)[N+](=O)[O-])[C@@H]1N(CCC1)C(=O)OC(C)(C)C